(difluoromethyl)-1H-pyrazole-4-carboxylic acid FC(F)N1N=CC(=C1)C(=O)O